C(C)(=O)OCCCC\C=C/CCCCCCCC (Z)-5-Tetradecenyl acetate